(S)-Methyl 3-(3-(chloromethyl)-4-methylphenyl)-3-(1,4-dimethyl-1H-benzo[d][1,2,3]triazol-5-yl)-2,2-dimethylpropanoate ClCC=1C=C(C=CC1C)[C@H](C(C(=O)OC)(C)C)C1=C(C2=C(N(N=N2)C)C=C1)C